O(C1=CC=CC=C1)COC1=CC=CC=C1 Diphenoxymethane